diisobutyl-bis(propoxymethyl)silane iron [Fe].C(C(C)C)[Si](COCCC)(COCCC)CC(C)C